C(CCCCCCCCCCCCCCCCCC)OC(CCCCCCCCCCCCCCCCCCCCCCCCCCCCCCCCCCC)=O.CCCCCCCCCCCCCCCCCCCCCCCCCCCCCCCCCCCC hexatriacontane nonadecyl-hexatriacontanoate